2-(2-Fluoro-4,5-bis((4-methoxybenzyl)oxy)phenyl)-2-oxoacetic acid FC1=C(C=C(C(=C1)OCC1=CC=C(C=C1)OC)OCC1=CC=C(C=C1)OC)C(C(=O)O)=O